OC1=C(C=CC=C1)C1=CC(=CN=N1)N1CCC(CC1)(C=O)C1=CC=CC=C1 1-(6-(2-hydroxyphenyl)pyridazin-4-yl)-4-phenylpiperidine-4-carbaldehyde